NC1=C(N=CC2=C(C=CC=C12)C1=C(N=NC=C1)C)C(=O)NCCC 4-amino-8-(3-methylpyridazin-4-yl)-N-propylisoquinoline-3-carboxamide